Dimethylsulfon CS(=O)(=O)C